[(5-chloropyrazin-2-yl)methyl]-1-(trifluoromethyl)cyclopropanamine ClC=1N=CC(=NC1)CC1C(C1)(N)C(F)(F)F